C(C(=C)CC(=O)[O-])(=O)OCCCCCCCCCCCCCC myristyl itaconate